C(C)(C)(C)[C@@H]1CC=2C=C(C(=NC2C=2N1C=C(C(C2)=O)C(=O)OCC)Cl)OCC2CC2 ethyl (S)-6-(tert-butyl)-2-chloro-3-(cyclopropylmethoxy)-10-oxo-5,10-dihydro-6H-pyrido[1,2-h][1,7]naphthyridine-9-carboxylate